3-(3,4-difluoro-2-methoxy-phenyl)-4,5-dimethyl-tetrahydrofuran-2-carboxylate FC=1C(=C(C=CC1F)C1C(OC(C1C)C)C(=O)[O-])OC